S1C(=CC=C1)C[C@H](N)C(=O)O |r| 3-(2-thienyl)-DL-alanine